(R)-1'-(4-benzoyl-1-((2-(trimethylsilyl)ethoxy)methyl)-1H-imidazole-2-carbonyl)-6-chloro-5-fluorospiro[benzo[d][1,3]oxazine-4,3'-piperidin]-2(1H)-one C(C1=CC=CC=C1)(=O)C=1N=C(N(C1)COCC[Si](C)(C)C)C(=O)N1C[C@@]2(CCC1)C1=C(NC(O2)=O)C=CC(=C1F)Cl